2-(5,7-dihydroxy-4-carbonyl-4H-chromen-3-yl)-5-methoxycyclohexa-2,5-diene-1,4-dione OC1=C2C(C(=COC2=CC(=C1)O)C=1C(C=C(C(C1)=O)OC)=O)=C=O